C(C)OC(=O)C=1SC(=CN1)C 5-methylthiazole-2-carboxylic acid ethyl ester